C1(CC1)C1=CC(=NN1)NC1=NC(=NC=C1)NCCCN(C(OC(C)(C)C)=O)C tert-butyl N-[3-[[4-[(5-cyclopropyl-1H-pyrazol-3-yl) amino] pyrimidin-2-yl] amino] propyl]-N-methyl-carbamate